1-Methyl-4-isobutylbenzene CC1=CC=C(C=C1)CC(C)C